6-benzyl-5,6,7,8-tetrahydro-2,6-naphthyridin-1-amine C(C1=CC=CC=C1)N1CC=2C=CN=C(C2CC1)N